N-acrylyl-morpholine C(C=C)(=O)N1CCOCC1